FC1=C(C=C(C=C1)[C@@H](NC(=O)N1[C@@H](C(NCC1)=O)C)[C@@H]1CC[C@@H](CC1)C(F)(F)F)C (2R)-N-((S)-(4-fluoro-3-methylphenyl)(cis-4-(trifluoromethyl)cyclohexyl)-methyl)-2-methyl-3-oxopiperazine-1-carboxamide